3-methylsulfonylpyridine CS(=O)(=O)C=1C=NC=CC1